N-(4,6-dimethoxy-2-pyrimidinyl)-N'-[[(4,6-dimethyl-2-pyrimidinyl)methylamino]sulfonyl]-urea COC1=NC(=NC(=C1)OC)NC(=O)NS(=O)(=O)NCC1=NC(=CC(=N1)C)C